4-ethyl-3-fluoro-6-((5-methyl-1H-pyrazol-3-yl)amino)pyridin C(C)C1=C(C=NC(=C1)NC1=NNC(=C1)C)F